C1(=CC=C(C=C1)OCCCCCCC(=O)O)OCCCCCCC(=O)O 2'-(1,4-phenylenebis(oxy))diheptanoic acid